N,N-diethyl-2-(4-methoxy-1H-pyrrolo[3,2-c]pyridin-3-yl)ethan-1-amine C(C)N(CCC1=CNC2=C1C(=NC=C2)OC)CC